Praseodymium Neodymium [Nd].[Pr]